2-nitro-3,4-dichloro-6-trifluoromethyltoluene [N+](=O)([O-])C1=C(C)C(=CC(=C1Cl)Cl)C(F)(F)F